FC1=CC=C(C=C1)N1N=CC2=C1C=C1CCN(C[C@]1(C2)C(=O)C2=NC=CN=C2)C(=O)OC(C)(C)C (R)-tert-butyl 1-(4-fluorophenyl)-4a-(pyrazine-2-carbonyl)-4a,5,7,8-tetrahydro-1H-pyrazolo[3,4-g]isoquinoline-6(4H)-carboxylate